CC1=CC=C(O1)C1=NN2C(N=C(N=C2N)S(=O)(=O)C)=N1 2-(5-methylfuran-2-yl)-5-(methylsulfonyl)-[1,2,4]triazolo[1,5-a][1,3,5]triazin-7-amine